FC(C(=O)O)(F)F.NC1(C(COCC1)(O)C)C1=C(C=C(C=C1)C(F)(F)F)F 4-amino-4-(2-fluoro-4-trifluoromethyl-phenyl)-3-methyl-tetrahydro-pyran-3-ol trifluoroacetate